3-[trans-4-(methoxycarbonyl)cyclohexyl]-1-oxa-2,8-diazaspiro[4.5]dec-2-ene-8-carboxylic acid tert-butyl ester C(C)(C)(C)OC(=O)N1CCC2(CC(=NO2)[C@@H]2CC[C@H](CC2)C(=O)OC)CC1